CC1=C(C=CC=C1NC(=O)C1=CC=C(C=N1)CN1[C@@H](CCCC1)C(=O)O)C1=C(C(=CC=C1)NC(=O)C1=CC=C(C=N1)CN1[C@@H](CCCC1)C(=O)O)C (2S,2'S)-1,1'-(((((2,2'-dimethyl-[1,1'-biphenyl]-3,3'-diyl)bis(azanediyl))bis(carbonyl))bis(pyridine-6,3-diyl))bis(methylene))bis(piperidine-2-carboxylic acid)